(5-(3-fluorobenzyl)pyridin-2-yl)-1-methyl-6-oxo-1,6-dihydropyridine-3-carboxamide FC=1C=C(CC=2C=CC(=NC2)C=2N(C(C=CC2C(=O)N)=O)C)C=CC1